NC1=CC(=C(C=C1)C1=CC=CC=C1)N(C(OC(C)(C)C)=O)C(=O)OC(C)(C)C tert-butyl (4-amino-[1,1'-biphenyl]-2-yl)(tert-butoxycarbonyl)carbamate